O=C(C(=O)[O-])CCC(=O)[O-].[Na+].[Na+] sodium 2-Oxopentanedioate